O=C1NC(CCC1N1C(N(C2=C1C=CC(=C2)C2=NN(C=C2)CC(=O)O)C)=O)=O 2-[3-[1-(2,6-dioxo-3-piperidyl)-3-methyl-2-oxo-benzimidazol-5-yl]pyrazol-1-yl]acetic acid